ClC1=NC=C(C(=O)NOCC)C(=C1)NC=1C(=NC(=CC1)C)NS(=O)(=O)C 6-chloro-N-ethoxy-4-((6-methyl-2-(N-methylsulfonylamino)pyridin-3-yl)amino)nicotinamide